ethyl 1-cyclobutylpyrazole-3-carboxylate C1(CCC1)N1N=C(C=C1)C(=O)OCC